CN(C(OC1=C(C=C2C(=C(C(OC2=C1)=O)CC1=C(C(=CC=C1)NS(NC)(=O)=O)F)CBr)Cl)=O)C 4-(bromomethyl)-6-chloro-3-(2-fluoro-3-((N-methylsulfamoyl)amino)benzyl)-2-oxo-2H-chromen-7-yl dimethylcarbamate